Cl.Cl.C1(CC1)C1=NC=CC(=C1)C1CCNCC1 2-cyclopropyl-4-(4-piperidinyl)pyridine dihydrochloride